2-(1,3-dimethyl-1H-pyrazol-4-yl)acetamide CN1N=C(C(=C1)CC(=O)N)C